C(C=1C(N)=CC=CC1)(=O)OCC(C)C iso-Butyl anthranilate